BrC1=CC=2C(OCC3=CC(=NC=C3C=3C=CC(=C(NS(C(=C1O)C2)(=O)=O)C3)Cl)OC)=O 13-Bromo-19-chloro-14-hydroxy-5-methoxy-16,16-dioxo-9-oxa-16λ6-thia-4,17-diazatetracyclo[16.3.1.111,15.02,7]tricosa-1(22),2,4,6,11(23),12,14,18,20-nonaen-10-one